FC(C=1OC(=NN1)C1=CC=C(C=C1)CN1N=C(N=N1)C1=CC=C(C=C1)N1CCNCC1)F 2-(difluoromethyl)-5-(4-((5-(4-(piperazin-1-yl)phenyl)-2H-tetrazol-2-yl)methyl)phenyl)-1,3,4-oxadiazole